(2E)-4-chloro-N-{2-cyano-4-[8-(1,5-dimethyl-1H-indazol-4-yl)indolizine-3-carbonyl]phenyl}but-2-enamide ClC/C=C/C(=O)NC1=C(C=C(C=C1)C(=O)C1=CC=C2C(=CC=CN12)C1=C2C=NN(C2=CC=C1C)C)C#N